C(CC)OC(C=C(C(=O)O)CC(=O)O)=O aconitic acid monopropyl ester